Cl.N[C@H](C)C1=CC=C(C=C1)C1=C(C=C(C=2NC(C3=C(C=CC=C3C12)C)=O)C)OC (R)-1-(4-(1-aminoethyl)phenyl)-2-methoxy-4,7-dimethyl-6(5H)-phenanthridinone hydrochloride